O=C1C=C(N=C2N1C=CC=C2)C(=O)NCC=2N=C1N(C=C(C=C1)CN[C@H]1[C@@H](C1)C(F)(F)F)C2 4-oxo-N-((6-({[(1R,2R)-2-(trifluoromethyl)cyclopropyl]amino}methyl)imidazo[1,2-a]pyridin-2-yl)methyl)-4H-pyrido[1,2-a]pyrimidine-2-carboxamide